2-fluoro-8-(4,4,5,5-tetramethyl-1,3,2-dioxaborolane-2-yl)naphth-1-ylethynyltriisopropylsilane FC1=C(C2=C(C=CC=C2C=C1)B1OC(C(O1)(C)C)(C)C)C#C[Si](C(C)C)(C(C)C)C(C)C